methyl 8-((2-(2-(2,6-dioxopiperidin-3-yl)-1-oxoisoindolin-5-yl)-3-fluoropyridin-4-yl) methyl)-3,8-diazabicyclo[3.2.1]octane-3-carboxylate O=C1NC(CCC1N1C(C2=CC=C(C=C2C1)C1=NC=CC(=C1F)CN1C2CN(CC1CC2)C(=O)OC)=O)=O